C(C)(C)(C)OC(=O)N1C(CC=CC1)CC1=NC(=CC=C1)CO ((6-(hydroxymethyl)pyridin-2-yl)methyl)-3,6-dihydropyridine-1(2H)-carboxylic acid tert-butyl ester